C(C)(C)(C)OC(=O)NC(C(C(=O)OC(C)(C)C)C(C)=O)C1CCC1 tert-butyl 2-[(tert-butoxycarbonylamino)-cyclobutyl-methyl]-3-oxo-butanoate